OCC1=CC(=NN1)NC1=NC(=NC(=C1)N1CCOCC1)N(C1CC2CCCC(C1)N2CCC#N)C 3-((3-exo)-3-((4-((5-(hydroxymethyl)-1H-pyrazol-3-yl)amino)-6-morpholinopyrimidin-2-yl)(methyl)amino)-9-azabicyclo[3.3.1]nonan-9-yl)propionitrile